CC=1OC=CC1C(=O)N1CSCC1C(=O)NC=1SC(=CN1)C 3-[(2-methyl-3-furanyl)carbonyl]-N-(5-methyl-2-thiazolyl)-4-thiazolidinecarboxamide